Cl.NC1CCC(CC1)CN1C(\C(\C2=CC(=CC=C12)C#N)=C/C=1NC(=CC1C)C)=O (Z)-1-(((1r,4r)-4-aminocyclohexyl)methyl)-3-((3,5-dimethyl-1H-pyrrol-2-yl)methylene)-2-oxoindoline-5-carbonitrile hydrochloride